(2S,4R)-4-hydroxy-N-((S)-1-(4-(4-methylthiazol-5-yl)phenyl)ethyl)pyrrolidine O[C@@H]1CCN(C1)[C@@H](C)C1=CC=C(C=C1)C1=C(N=CS1)C